5-(2,2-difluoroethoxy)-6-(4-fluorophenyl)picolinic acid methyl ester COC(C1=NC(=C(C=C1)OCC(F)F)C1=CC=C(C=C1)F)=O